C(C)OC(NC=1N=C2N(C=C(N=C2)C2=C3C=NNC3=C(C(=C2Cl)F)NC(C)C)C1)=O (6-(5-chloro-6-fluoro-7-(isopropylamino)-1H-indazol-4-yl)imidazo[1,2-a]pyrazin-2-yl)carbamic acid ethyl ester